O1C2=C(N(CCC1)C=O)C=CC=C2 3,4-dihydrobenzo[b][1,4]oxazepine-5(2H)-carbaldehyde